CC1(OC2=C(C1)C=CC=C2OCC(=O)OC)C methyl 2-((2,2-dimethyl-2,3-dihydrobenzofuran-7-yl)oxy)acetate